(R)-3-Amino-1-(6-(5-(1-(3,5-dichloropyridin-4-yl)ethoxy)-1H-indazol-3-yl)pyridazin-3-yl)-N,N-dimethylazetidine-3-carboxamide NC1(CN(C1)C=1N=NC(=CC1)C1=NNC2=CC=C(C=C12)O[C@H](C)C1=C(C=NC=C1Cl)Cl)C(=O)N(C)C